FC=1C(=NC=C(C1)NC=1OC(=CN1)C1=NC=C(C=C1)C(F)(F)F)C(N)=NO 3-fluoro-N'-hydroxy-5-((5-(5-(trifluoromethyl)pyridin-2-yl)oxazol-2-yl)amino)picolinimidamide